2-(4-((4-(4-(4-((4-(2-(3-chloro-5-cyanophenyl)propan-2-yl)phenoxy)methyl)pyrimidin-2-yl)piperazin-1-yl)piperidin-1-yl)methyl)piperidin-1-yl)acetic acid (50e)-trifluoroacetate salt FC(C(=O)O)(F)F.ClC=1C=C(C=C(C1)C#N)C(C)(C)C1=CC=C(OCC2=NC(=NC=C2)N2CCN(CC2)C2CCN(CC2)CC2CCN(CC2)CC(=O)O)C=C1